7-ethyl-4-(3-((4-(ethylsulfonyl)pyridin-2-yl)oxy)-4-fluorophenyl)-7H-imidazo[4,5-c]pyridazine C(C)N1C=NC2=C1N=NC=C2C2=CC(=C(C=C2)F)OC2=NC=CC(=C2)S(=O)(=O)CC